C1(=CC=CC=C1)C=1C=C(SC1C1=CC=CC=C1)C(=O)OCC ethyl 4,5-diphenylthiophene-2-carboxylate